2-phenylpropanethioate C1(=CC=CC=C1)C(C([O-])=S)C